5-chloromethyl-2,4-dihydro-1,2,4-triazole ClCC=1NCNN1